(2R)-2-(2-(4-((3-((2-ethoxy-3,4-dioxocyclobut-1-en-1-yl)amino)propyl)amino)phenyl)-2-phenylacetamido)-N-(4-hydroxybenzyl)-5-((Z)-2-((2-propionamidoethyl)carbamoyl)guanidino)pentanamide C(C)OC1=C(C(C1=O)=O)NCCCNC1=CC=C(C=C1)C(C(=O)N[C@@H](C(=O)NCC1=CC=C(C=C1)O)CCCN\C(=N/C(NCCNC(CC)=O)=O)\N)C1=CC=CC=C1